NC1=NC=CC2=C(C=CC=C12)C=1C=C2C(CC3(CCN(CC3)C(=O)OC(C)C)C2=CC1)OC1=C(C(=CC=C1)C)CC(=O)O 2-(2-((5-(1-aminoisoquinolin-5-yl)-1'-(isopropoxycarbonyl)-2,3-dihydrospiro[inden-1,4'-piperidin]-3-yl)oxy)-6-methylphenyl)acetic acid